C[Sn](C)(C)C1(C=CC=C1)[Zr]C1(C=CC=C1)[Sn](C)(C)C bis(trimethylstannyl-cyclopentadienyl)zirconium